ethyl 5-ethyl-4-(methoxymethyl)-9H-pyrido[3,4-b]indole-3-carboxylate C(C)C1=C2C3=C(NC2=CC=C1)C=NC(=C3COC)C(=O)OCC